ClC1=NC(=CC(=C1)C=1C=C(C=CC1C)NC(=O)N1C[C@@H](CC1)CC(F)(F)F)N1CCOCC1 (3S)-N-[3-[2-chloro-6-(morpholin-4-yl)pyridin-4-yl]-4-methylphenyl]-3-(2,2,2-trifluoroethyl)pyrrolidine-1-carboxamide